FC1(CCC(CC1)N([C@@H](C)C(=O)O)P(=O)(OC1=CC=CC=C1)OC1=CC=C(C=C1)[N+](=O)[O-])F.N1C(=NC2=C1C=CC=C2)NC(C(=C)C2=CC1=CC=C(C=C1C=C2)OC)=O (S)-N-(1H-benzo[d]imidazol-2-yl)-2-(6-methoxynaphthalen-2-yl)acrylamide 4,4-difluorocyclohexyl-((4-nitrophenoxy)(phenoxy)phosphoryl)-L-alaninate